N1=CC=CC=2OC[C@H]3N(C21)CCC3 (S)-6a,7,8,9-tetrahydro-6H-pyrido[3,2-b]Pyrrolo[1,2-d][1,4]Oxazine